trans-2-methyl-2,4-hexadiene CC(C)=C\C=C\C